8-(1-aminoethyl)-6-(difluoromethyl)-3-methyl-2-morpholino-quinazolin-4-one NC(C)C=1C=C(C=C2C(N(C(=NC12)N1CCOCC1)C)=O)C(F)F